4,4'-bis(5-hydroxypentanyloxy)biphenyl OCCCCCOC1=CC=C(C=C1)C1=CC=C(C=C1)OCCCCCO